N[C@H](C1CCN(CC1)C(=O)C=1C=CC(NC1)=O)C1=C(C=C(C(=C1)Cl)C)O 5-[4-[(R)-amino(5-chloro-2-hydroxy-4-methylphenyl)methyl]piperidine-1-carbonyl]-1H-pyridin-2-one